(R)-6-(5-(4-(cyclopropylmethyl)-2-methylpiperazin-1-yl)-4-fluoro-3-isopropyl-1H-pyrrolo[2,3-c]pyridin-2-yl)-7,8-dimethyl-[1,2,4]triazolo[1,5-a]pyridine C1(CC1)CN1C[C@H](N(CC1)C=1C(=C2C(=CN1)NC(=C2C(C)C)C=2C(=C(C=1N(C2)N=CN1)C)C)F)C